N1-(2-(dimethylamino)ethyl)-N1-methyl-N2-(2,2,2-trifluoroethyl)benzene-1,2,4-triamine CN(CCN(C=1C(=CC(=CC1)N)NCC(F)(F)F)C)C